4-(benzyloxy)pyridine-2-carbaldehyde C(C1=CC=CC=C1)OC1=CC(=NC=C1)C=O